(6-amino-5-chloropyridin-2-yl)-N-(5-chloro-3-methyl-1H-pyrazol-4-yl)-5-fluoro-2-isopropoxybenzamide NC1=C(C=CC(=N1)C=1C(=C(C(=O)NC=2C(=NNC2Cl)C)C=C(C1)F)OC(C)C)Cl